N1=CC(=C2OCCCN21)C2=CN1C(S2)=C(C=N1)C(=O)NC=1C(=NC=C(C1)NC(CNC1(CCC1)C)=O)C 2-(6,7-dihydro-5H-pyrazolo[5,1-b][1,3]oxazin-3-yl)-N-(2-methyl-5-(2-((1-methylcyclobutyl)amino)acetamido)pyridin-3-yl)pyrazolo[5,1-b]thiazole-7-carboxamide